OC=1C(=NC=CC1NC1=C(C(C1=O)=O)NC1C(CCC=2C=C(OC21)C(C)C)(C)C)C(=O)N(C)C 3-hydroxy-4-((2-((2-isopropyl-6,6-dimethyl-4,5,6,7-tetrahydrobenzofuran-7-yl)amino)-3,4-dioxocyclobut-1-en-1-yl)amino)-N,N-dimethylpicolinamide